C(C#C)CCOC(=O)NCCCC[C@H](N)C(=O)O N6-propargylethoxy-carbonyl-L-lysine